ClC1=CC=C(C=C1)C1N(C[C@@H](CC1(F)F)N1C(CC(C1)C)=O)C(=O)O 4-chlorophenyl-(5R)-3,3-difluoro-5-(4-methyl-2-oxopyrrolidin-1-yl)piperidine-1-carboxylic acid